(E)-1-(4-methylstyryl)cyclohexane-1-carbonitrile CC1=CC=C(/C=C/C2(CCCCC2)C#N)C=C1